(4,6-dimethyl-1H-indol-5-yl)methanamine CC1=C2C=CNC2=CC(=C1CN)C